1-(4-((3-(benzylthio)phenyl)sulfonyl)piperazin-1-yl)-2,2,2-trifluoroethan-1-one C(C1=CC=CC=C1)SC=1C=C(C=CC1)S(=O)(=O)N1CCN(CC1)C(C(F)(F)F)=O